FC1=C(C(=O)O)C=C(C=C1)C1=CC2=C(N(C[C@H](N(S2(=O)=O)C)CC(C)C)CC(C)C)C=C1OC1=CC=C(C=C1)F (R)-2-fluoro-5-(7-(4-fluorophenoxy)-3,5-diisobutyl-2-methyl-1,1-dioxido-2,3,4,5-tetrahydrobenzo[f][1,2,5]thiadiazepin-8-yl)benzoic acid